CC1=C(C=CC(=C1)C1=C(C(=C(C2=CC=CC=C12)N)\N=N\[H])S(=O)(=O)O)C1=C(C=C(C=C1)C1=C(C(=C(C2=CC=CC=C12)N)\N=N\[H])S(=O)(=O)O)C 1,1'-(2,2'-dimethyl[1,1'-biphenyl]-4,4'-diyl)bis{4-amino-3-[(E)-diazenyl]naphthalene-2-sulfonic acid}